N-(5-((2-(3,3-dimethylpyrrolidin-1-yl)ethyl)carbamoyl)-2-methylpyridin-3-yl)-2-(pyridin-4-yl)pyrazolo[5,1-b]thiazole-7-carboxamide CC1(CN(CC1)CCNC(=O)C=1C=C(C(=NC1)C)NC(=O)C=1C=NN2C1SC(=C2)C2=CC=NC=C2)C